C(C)OC(=O)C1(CCN(CC1)C=1C=2N(C=C(C1)Br)N=CC2C#N)C 1-(6-bromo-3-cyanopyrazolo[1,5-a]pyridin-4-yl)-4-methylpiperidine-4-carboxylic acid ethyl ester